C(C1=CC=CC=C1)OC(=O)N[C@@H](C(=O)OCN1C(C(CCC1=O)N1C(C2=CC=CC(=C2C1)CNC(C(=O)C1=CC=C(C=C1)C(C)(C)C)=O)=O)=O)C(C)C (2R)-(3-(4-((2-(4-(tert-butyl)phenyl)-2-oxoacetamido)methyl)-1-oxoisoindolin-2-yl)-2,6-dioxopiperidin-1-yl)methyl 2-(((benzyloxy)carbonyl)amino)-3-methylbutanoate